5-((1-(tert-butyl)-3-(3-((4-cyclopropylpyridazin-3-yl)oxy)cyclopentyl)-1H-pyrazol-5-yl)amino)-4-fluoro-2-(4-methoxybenzyl)-2,3-dihydrobenzo[d]isothiazole 1,1-dioxide C(C)(C)(C)N1N=C(C=C1NC=1C=CC2=C(CN(S2(=O)=O)CC2=CC=C(C=C2)OC)C1F)C1CC(CC1)OC=1N=NC=CC1C1CC1